tert-butyl (S)-3-(2-((tert-butyldimethylsilyl)oxy)ethyl)piperazine-1-carboxylate [Si](C)(C)(C(C)(C)C)OCC[C@H]1CN(CCN1)C(=O)OC(C)(C)C